ClC1=C(C=NN(C1=O)C)N[C@@H]1C[C@@H](CN(C1)C)C1=CC=C(C(=O)N2CCC3(CC2)CCN(CC3)C3=C(C=C(C=C3)C3C(NC(CC3)=O)=O)OC(F)(F)F)C=C1 3-[4-[3-[4-[(3R,5R)-5-[(5-chloro-1-methyl-6-oxo-pyridazin-4-yl)amino]-1-methyl-3-piperidyl]benzoyl]-3,9-diazaspiro[5.5]undecan-9-yl]-3-(trifluoromethoxy)phenyl]piperidine-2,6-dione